C(C(=C)C)(=O)OCCCCCCCC[Si](OC)(OC)OC 8-METHACRYLOYLOXYOCTYLTRIMETHOXYSILANE